C1(CCC1)CN(C(OC(C)(C)C)=O)[C@H]1CN(CCC1)C1=CC(N(C=C1)C(C)N1N=NC(=C1)C=1C=NC=C(C1)NC(C)C)=O tert-butyl (cyclobutylmethyl)((3R)-1-(1-(1-(4-(5-(isopropylamino)pyridin-3-yl)-1H-1,2,3-triazol-1-yl)ethyl)-2-oxo-1,2-dihydropyridin-4-yl)piperidin-3-yl)carbamate